8-((3-aminopropyl)(8-(heptadec-9-yloxy)-8-oxooctyl)amino)octanoic acid 3-butylheptyl ester TFA salt OC(=O)C(F)(F)F.C(CCC)C(CCOC(CCCCCCCN(CCCCCCCC(=O)OC(CCCCCCCC)CCCCCCCC)CCCN)=O)CCCC